ClC1=NC(=CC(=C1)C=1C(=NN2C1N=C(C=C2)N2CC(C2)C(=O)O)C2=CC(=CC=C2)C#N)C 1-[3-(2-Chloro-6-methyl-4-pyridyl)-2-(3-cyanophenyl)pyrazolo[1,5-a]pyrimidin-5-yl]azetidine-3-carboxylic acid